1-(5-methoxy-4H-indol-3-yl)propan-2-amine COC=1CC2=C(C=NC2=CC1)CC(C)N